C(C)OC1CN(C1)CC1=CC=C(C=C1)B1OC(C(O1)(C)C)(C)C 3-ethoxy-1-(4-(4,4,5,5-tetramethyl-1,3,2-dioxaborolan-2-yl)benzyl)azetidine